N-(3-(N-(1-fluoro-2-methylpropan-2-yl)sulfamoyl)phenyl)-2-(6-azaspiro[2.5]octan-6-yl)nicotinamide FCC(C)(C)NS(=O)(=O)C=1C=C(C=CC1)NC(C1=C(N=CC=C1)N1CCC2(CC2)CC1)=O